2-[1H-benzimidazol-2-yl-(5-fluoro-2-hydroxy-phenyl)methyl]-6-[4-(3-methyl-3-azabicyclo[4.1.0]heptan-6-yl)phenyl]isoindolin-1-one N1C(=NC2=C1C=CC=C2)C(N2C(C1=CC(=CC=C1C2)C2=CC=C(C=C2)C21CCN(CC1C2)C)=O)C2=C(C=CC(=C2)F)O